(R)-N-(5-(1-((2-amino-5-chloropyridin-3-yl)oxy)ethyl)-2-chlorophenyl)-3-(methylsulfonyl)-benzamide NC1=NC=C(C=C1O[C@H](C)C=1C=CC(=C(C1)NC(C1=CC(=CC=C1)S(=O)(=O)C)=O)Cl)Cl